8-fluoro-6-vinyl-3,4-dihydroquinolin-2(1H)-one FC=1C=C(C=C2CCC(NC12)=O)C=C